1-(1,2-dibromoethyl)-4-chlorobenzene BrC(CBr)C1=CC=C(C=C1)Cl